(S)-3-methyl-3-(methylsulfonyl)dihydrofuran-2(3H)-one C[C@]1(C(OCC1)=O)S(=O)(=O)C